dihydro-1H-2-benzopyran-1-one C1(OCCC2=C1C=CC=C2)=O